Tetrasilicon sodium [Na].[Si].[Si].[Si].[Si]